2-(4-trifluoromethylphenyl)-4,5-dihydro-oxazole FC(C1=CC=C(C=C1)C=1OCCN1)(F)F